3-(6-(4-((4-(2-(1H-imidazol-1-yl)pyrimidin-4-yl)piperazin-1-yl)methyl)benzyl)-2-oxobenzo[cd]indol-1(2H)-yl)piperidine-2,6-dione N1(C=NC=C1)C1=NC=CC(=N1)N1CCN(CC1)CC1=CC=C(CC=2C=3C4=C(C(N(C4=CC2)C2C(NC(CC2)=O)=O)=O)C=CC3)C=C1